BrC=1C=C2C(=CN1)N(N=C2)CC(F)(F)F 5-bromo-1-(2,2,2-trifluoroethyl)-1H-pyrazolo[3,4-c]pyridine